methyl 7α-methoxymethoxy-3-trimethylsiloxy-5β-chola-3-enoate COCO[C@H]1[C@H]2[C@@H]3CC[C@H]([C@@H](CCC(=O)OC)C)[C@]3(CC[C@@H]2[C@]2(CCC(=C[C@H]2C1)O[Si](C)(C)C)C)C